FC1=C(C=CC=C1)S(=O)(=O)NNC(=O)C1=NC(=CC(=C1)N1N=CC(=C1)C[N-]C#CC)C N-((1-(2-(2-((2-fluorophenyl)sulfonyl)hydrazine-1-carbonyl)-6-methylpyridin-4-yl)-1H-pyrazol-4-yl)methyl)propynyl-amide